FC1=CN=C(C2=CC=CC=C12)\C=N\NC(NC)=S (E)-2-((4-Fluoroisoquinolin-1-yl)methylene)-N-methylhydrazine-1-carbothioamide